(E)-3-[3-[(2-Tert-butyl-5-methylphenoxy)methyl]-4-methoxyphenyl]-1-(2,4-dihydroxyphenyl)prop-2-en-1-one C(C)(C)(C)C1=C(OCC=2C=C(C=CC2OC)/C=C/C(=O)C2=C(C=C(C=C2)O)O)C=C(C=C1)C